2-(2-chloro-6-fluorophenyl)-2-[(2-piperidine-4-ylethyl)amino]-N-(pyridine-4-ylmethyl)acetamid ClC1=C(C(=CC=C1)F)C(C(=O)NCC1=CC=NC=C1)NCCC1CCNCC1